chloromethyl methyl fumarate (chloromethyl methyl fumarate) ClC\C(=C(/C(=O)O)\C)\C(=O)O.C(\C=C\C(=O)OC)(=O)OCCl